P(=O)(OCCC)(OCC[N+](C)(C)C)[O-] propyl (2-(trimethylammonio)ethyl) phosphate